C(C1=CC=CC=C1)ONC(C1=NC=C(C=C1)NC=1OC(=CN1)C1=CC=C(C=C1)C(F)(F)F)=O N-(benzyloxy)-5-((5-(4-(trifluoromethyl)phenyl)oxazol-2-yl)amino)picolinamide